cyclopropyl-3-[4-[[4-(trifluoromethyl)phenoxy]methyl]-1H-1,2,3-triazol-1-yl]thiophene-2-carboxamide C1(CC1)C=1C(=C(SC1)C(=O)N)N1N=NC(=C1)COC1=CC=C(C=C1)C(F)(F)F